ClC=1C=CC2=C(N=C(O2)C2CC3(CC(C3)NC(=O)C=3OC(=CC3)[S@](=O)(=N)C3CC3)C2)C1 (Ra)-N-[6-(5-chloro-1,3-benzoxazol-2-yl)spiro[3.3]heptan-2-yl]-5-[(S)-cyclopropylsulfonimidoyl]furan-2-carboxamide